trifluoro-2,2-diphenylethane FC(C(C1=CC=CC=C1)C1=CC=CC=C1)(F)F